NC1CCC(CC1)CCNC1=CC(=C(C=C1Cl)S(=O)(=O)NC=1SC=CN1)F 4-((2-((1r,4r)-4-aminocyclohexyl)ethyl)amino)-5-chloro-2-fluoro-N-(thiazol-2-yl)benzenesulfonamide